1-(3,5-bis(3-cyclopropylpropyl)-2-hydroxyphenyl)propan-2-one C1(CC1)CCCC=1C(=C(C=C(C1)CCCC1CC1)CC(C)=O)O